2-(2-methoxy-4-nitrophenyl)-3-(4-nitrophenyl)(2,4-disulfophenyl)-2H-tetrazole, monosodium salt [Na+].COC1=C(C=CC(=C1)[N+](=O)[O-])N1NC(=NN1C1=CC=C(C=C1)[N+](=O)[O-])C1=C(C=C(C=C1)S(=O)(=O)[O-])S(=O)(=O)[O-]